C1(CC(=O)OCC(CO1)C1=CC=C(C=C1)OC)=O {(4-methoxyphenyl)-methylene}-dimethyl propanedioate